(2S,4R)-1-(2-(3-acetyl-7-methyl-5-(2-methylpyrimidin-5-yl)-1H-indazol-1-yl)acetyl)-N-(6-bromo-3-methylpyridin-2-yl)-4-fluoropyrrolidine-2-carboxamide C(C)(=O)C1=NN(C2=C(C=C(C=C12)C=1C=NC(=NC1)C)C)CC(=O)N1[C@@H](C[C@H](C1)F)C(=O)NC1=NC(=CC=C1C)Br